CC=1C=C(CN2CC3=CC=C(C=C3C2)C(=O)O)C=CC1.C(C1=CC=CC=C1)N1CC2=CC=C(C=C2C1)C(=O)OC Methyl 2-benzyl-2,3-dihydro-1H-isoindole-5-carboxylate M-Methyl-2-benzyl-2,3-dihydro-1H-isoindole-5-carboxylate